4-(N-carbazolyl)phenyl-10-phenylanthracene C1=CC=CC=2C3=CC=CC=C3N(C12)C1=CC=C(C=C1)C1=CC=CC2=C(C3=CC=CC=C3C=C12)C1=CC=CC=C1